C(C1CO1)CO[Si](OC)(OC)CCC(OC)(OC)OC glycidyltrimethoxypropyltrimethoxysilane